OCCCCCCCCCCCC=C 13-hydroxy-1-tridecene